BrC1=CC=CC(=N1)OCCOCCO 2-[2-[(6-bromo-2-pyridyl)oxy]ethoxy]ethanol